(3'-cyano-1,1'-biphenyl-4-yl) methacrylate C(C(=C)C)(=O)OC1=CC=C(C=C1)C1=CC(=CC=C1)C#N